CS(=O)(=O)N1CC(CC1)N1CC2=CC=CC=C2C1 2-(1-(methylsulfonyl)pyrrolidin-3-yl)isoindolin